ClC1=CC=C(C=C1)C(C(F)(F)F)N(S(=O)(=O)C=1C=CC=2N(C1)C=CN2)C N-(1-(4-chlorophenyl)-2,2,2-trifluoroethyl)-N-methylimidazo[1,2-a]pyridine-6-sulfonamide